(4S,4'S,7S,7'S,9aS,9a'S)-N,N'-(ethane-1,2-diylbis(4,1-phenylene))bis(8,8-dimethyl-4-((S)-2-(methylamino)propanethioamido)-5-oxooctahydropyrrolo[2,1-b][1,3]thiazepine-7-carboxamide) C(CC1=CC=C(C=C1)NC(=O)[C@@H]1C(C[C@@H]2SCC[C@@H](C(N21)=O)NC([C@H](C)NC)=S)(C)C)C2=CC=C(C=C2)NC(=O)[C@@H]2C(C[C@@H]1SCC[C@@H](C(N12)=O)NC([C@H](C)NC)=S)(C)C